tert-butyl ((1S,2R)-2-((1-(4-fluoro-3-(trifluoromethyl)phenyl)cyclopropyl)amino)cyclopentyl)carbamate FC1=C(C=C(C=C1)C1(CC1)N[C@H]1[C@H](CCC1)NC(OC(C)(C)C)=O)C(F)(F)F